OC1=CC=C(C=C1)C1=CC(=NN1)NC1=C(C=C(C=C1)NC(OCC)=O)C ethyl (4-((5-(4-hydroxyphenyl)-1H-pyrazol-3-yl)amino)-3-methylphenyl)carbamate